6-methoxy-2-methylindazole COC=1C=CC2=CN(N=C2C1)C